FCCCN1CC(C1)CC1=CC=C(C=C1)C1=C(CCCC2=C1C=CC(=C2)C(=O)OC)C2=C(C(=CC=C2)OC(F)(F)F)C methyl 9-(4-((1-(3-fluoropropyl)azetidin-3-yl)methyl)phenyl)-8-(2-methyl-3-(trifluoromethoxy)phenyl)-6,7-dihydro-5H-benzo[7]annulene-3-carboxylate